O[C@H]1[C@@H](CCCC1)NC=1C2=C(C(=NN1)C1=C(C=C(C=C1)C(F)(F)F)O)CNC2 2-(4-{[(1r,2r)-2-hydroxycyclohexyl]amino}-6,7-dihydro-5H-pyrrolo[3,4-d]pyridazin-1-yl)-5-(trifluoromethyl)phenol